bromo-3-(2-bromoethoxy)benzene BrC1=CC(=CC=C1)OCCBr